NC1=NC(=CC=C1C=1C(=NC2=CC(=C(C=C2C1)F)F)O)N (2,6-diaminopyridin-3-yl)-6,7-difluoroquinolin-2-ol